C(C(C)C)C=1C(=NC2=CC=CC=C2C1)C1=C(C(=CC=C1)C)C (isobutyl)(dimethylphenyl)quinoline